P(=O)(O)([O-])[O-].[NH4+].[Li+] lithium ammonium monohydrogen phosphate